ClC=1N=CC2(N(C(N(C2N1)C1CCCCC1)=O)C)[2H] 2-chloro-9-cyclohexyl-7-methyl-7,9-dihydro-8H-purin-8-one-5-d